N-[[6-(3,3-dimethylbutyl)-6-azaspiro[2.5]octan-2-yl]methyl]-6-pyrrolidin-1-yl-pyridazin-3-amine CC(CCN1CCC2(C(C2)CNC=2N=NC(=CC2)N2CCCC2)CC1)(C)C